C1(CC1)C1=NC=NC(=C1C=1N=C(C2=C(N1)CN(C2)CC2OC2)NCC2=CC=C(C=C2)C=2N(C=C(N2)C(F)(F)F)C)OC 2-(4-cyclopropyl-6-methoxypyrimidin-5-yl)-N-(4-(1-methyl-4-(trifluoromethyl)-1H-imidazol-2-yl)benzyl)-6-(oxiran-2-ylmethyl)-6,7-dihydro-5H-pyrrolo[3,4-d]pyrimidin-4-amine